chloro-6-methoxy-N-(4-methoxybenzyl)quinolin ClC1N(C2=CC=C(C=C2C=C1)OC)CC1=CC=C(C=C1)OC